1-Propanamine C(CC)N